FC1CC(N(C1)C=1C=CC=2N(N1)C(=CN2)C(=O)NC2CN(CC2)CC2=CC(=CC=C2)O)C2=CC(=CC(=C2)SC)F 6-[4-fluoro-2-[3-fluoro-5-(methylsulfanyl)phenyl]pyrrolidin-1-yl]-N-[1-[(3-hydroxyphenyl)methyl]pyrrolidin-3-yl]imidazo[1,2-b]pyridazine-3-carboxamide